4-isopropylphenyl-triazene Methyl-4-(1-butylamino)-1-methyl-1H-pyrazole-3-carboxylate COC(=O)C1=NN(C=C1NCCCC)C.C(C)(C)C1=CC=C(C=C1)N=NN